N-(4-(((R)-1-hydroxy-4-methylpent-2-yl)amino)-6-(2-(3-methyl-4-oxo-3,4-dihydroquinazolin-8-yl)propyl)-1,3,5-triazin-2-yl)methanesulfonamide OC[C@@H](CC(C)C)NC1=NC(=NC(=N1)CC(C)C=1C=CC=C2C(N(C=NC12)C)=O)NS(=O)(=O)C